(E)-4-methylphenyl-5-phenyl-1-pentene CC1=CC=C(C=C1)\C=C\CCCC1=CC=CC=C1